FC1=C(C(=CC(=C1)C)F)S(=O)(=O)Cl 2,6-Difluoro-4-methylbenzenesulfonyl chloride